3-(5-((cyclopropylmethyl)thio)-4-(2,4-dichlorophenyl)-4H-1,2,4-triazol-3-yl)propan-1-ol C1(CC1)CSC=1N(C(=NN1)CCCO)C1=C(C=C(C=C1)Cl)Cl